C(C)(C)(C)C=1SC2=C(N1)C(CC1(CCN(CC1)C(=O)C=1C=C3C(=NN(C3=C(C1)OCC)C([2H])([2H])[2H])C)C2)=O 2-tert-butyl-1'-[7-ethoxy-3-methyl-1-(trideuterio)methyl-1H-indazole-5-carbonyl]-5H-spiro[[1,3]benzothiazole-6,4'-piperidin]-4(7H)-one